FC(C1=NN=C(O1)C=1C=CC(=NC1)CN1N=NC(=C1)C=1C=C(C=CC1)N(C(C(C)(C)C)=O)C)F N-(3-(1-((5-(5-(difluoromethyl)-1,3,4-oxadiazol-2-yl)pyridin-2-yl)methyl)-1H-1,2,3-triazol-4-yl)phenyl)-N-methyltrimethylacetamide